OC=1C=C(CN2C(OC3=C2C=C(C=C3)C)=O)C=CC1 3-(3-hydroxybenzyl)-5-methylbenzoxazol-2-one